ClC1=CC=C(N=N1)N1C=NC(=C1)C=O 1-(6-chloropyridazin-3-yl)-1H-imidazole-4-carbaldehyde